COC=1C=C2C(C(=C(C(C2=CC1OC)=O)C)CC1=NC=C(C=C1)C(F)(F)F)=O 6,7-dimethoxy-2-methyl-3-((5-(trifluoromethyl)pyridin-2-yl)methyl)naphthalene-1,4-dione